NC1CCC(CC1)NC1=NC=CC(=N1)C=1C=NC=CC1SC1=C(C=C(C=C1)NS(=O)(=O)C1=CC=CC2=CC=CC=C12)F N-[4-(1r,4r)-[[3-[2-[(4-Aminocyclohexyl)amino]pyrimidin-4-yl]-4-pyridyl]sulfanyl]-3-fluorophenyl]naphthalene-1-sulfonamide